(S)-1,1-dimethyl-N-(5-methyl-4-oxo-2,3,4,5-tetrahydrobenzo[b][1,4]oxazepin-3-yl)-1,3-dihydrofuro[3,4-c]pyridine-6-carboxamide CC1(OCC=2C=NC(=CC21)C(=O)N[C@@H]2C(N(C1=C(OC2)C=CC=C1)C)=O)C